OC=1C(=CC=C2C=CC=NC12)C(=O)O 8-hydroxyquinoline-7-carboxylic acid